FC1(CCN(CC1)C1=CC=C(N)C=C1)F 4-(4,4-difluoropiperidin-1-yl)aniline